C(C1=CC=CC=C1)C1N(CCCC1=O)C(=O)OC(C)(C)C tert-butyl 2-benzyl-3-oxopiperidine-1-carboxylate